di-isopropoxy bis(ethylacetoacetate) titanium [Ti].C(C)CC(CC(=O)OOC(C)C)=O.C(C)CC(CC(=O)OOC(C)C)=O